C(CCC)OC(C)=O acetic acid normal butyl ester